BrC1=C2C(=NN(C2=CC(=C1)F)C)C bromo-6-fluoro-1,3-dimethyl-1H-indazole